C(C)C=1C=C2C(CC(C(C2=CC1C)(C)C)C)(C)C 6-ethyl-1,1,2,4,4,7-hexamethyl-1,2,3,4-tetrahydronaphthalene